1-(((4-cyclopropylmorpholin-2-yl) methyl)-3-(ethoxycarbonyl) thioureido)-1H-pyrrole-2-carboxylate C1(CC1)N1CC(OCC1)CN(C(NN1C(=CC=C1)C(=O)[O-])=S)C(=O)OCC